2-(1-acryloyl-4-(2-(2-(dimethylamino)ethoxy)-7-(6-methoxy-3,4-dihydroquinolin-1(2H)-yl)-5,6,7,8-tetrahydroquinazolin-4-yl)piperazin-2-yl)acetonitrile C(C=C)(=O)N1C(CN(CC1)C1=NC(=NC=2CC(CCC12)N1CCCC2=CC(=CC=C12)OC)OCCN(C)C)CC#N